N-cyclobutyl-5-(4-((7-ethyl-6-oxo-5,6-dihydro-1,5-naphthyridin-3-yl)methyl)piperazin-1-yl)pyridine C1(CCC1)N1CC=CC(=C1)N1CCN(CC1)CC=1C=NC=2C=C(C(NC2C1)=O)CC